CS(=O)(=O)OCC1(CC(C1)NC(=O)OC(C)(C)C)COS(=O)(=O)C (3-((tert-Butoxycarbonyl)amino)cyclobutane-1,1-diyl)bis(methylene) dimethanesulfonate